C(C)OC(=O)C=1SC2=C(C1)C=CC(=C2)OC 6-methoxy-1-benzothiophene-2-carboxylic acid ethyl ester